(4-(tert-butyl) phenyl) carbamate C(N)(OC1=CC=C(C=C1)C(C)(C)C)=O